1-(5-bromo-3-nitropyridin-2-yl)-N,N-dimethylpiperidin-4-amine BrC=1C=C(C(=NC1)N1CCC(CC1)N(C)C)[N+](=O)[O-]